ONC(=N)C1=C(N=NC(=C1C)C)SC1=CC(=CC=C1)OC N-hydroxy-3-[(3-methoxyphenyl)sulfanyl]-5,6-dimethylpyridazine-4-carboxamidine